trans-N1-(5-(4-methoxyquinazolin-6-yl)pyrrolo[2,1-f][1,2,4]triazin-2-yl)-N4,N4-dimethylcyclohexane-1,4-diamine COC1=NC=NC2=CC=C(C=C12)C=1C=CN2N=C(N=CC21)N[C@@H]2CC[C@H](CC2)N(C)C